NC=1C2=C(N=CN1)N(C(=C2C=2N=NC=CC2)C2=CCC1(CCN(CC1)C(C=C)=O)CC2)C 1-(9-(4-amino-7-methyl-5-(pyridazin-3-yl)-7H-pyrrolo[2,3-d]pyrimidin-6-yl)-3-azaspiro[5.5]undec-8-en-3-yl)prop-2-en-1-one